1-Methyl-2-phenyl-1H-benzo[g]indazol-3,4,5(2H)-trion CN1N(C(C=2C(C(C3=C(C12)C=CC=C3)=O)=O)=O)C3=CC=CC=C3